CC(CC(=O)N[C@@H]1C[C@H](C=2C1=CC(=C1C=C(N=CC21)C2CC2)S(NCC(C)C)(=O)=O)NC(CC(C)(C)C)=O)(C)C |r| 3,3-dimethyl-N-[trans-(7RS,9RS)-3-cyclopropyl-9-(3,3-dimethylbutyrylamino)-5-(2-methylpropylsulfamoyl)-8,9-dihydro-7H-cyclopenta[H]isoquinolin-7-yl]butanamide